1-(5-((1-(6-(1H-imidazol-2-yl)-2-methylpyridin-3-yl)piperidin-4-yl)methyl)oxazol-2-yl)-3-ethylurea N1C(=NC=C1)C1=CC=C(C(=N1)C)N1CCC(CC1)CC1=CN=C(O1)NC(=O)NCC